4-[2-chloro-4-(4-cyclopropylmethoxy-pyrimidin-2-yl)-6-fluoro-phenoxy]-butyric acid ClC1=C(OCCCC(=O)O)C(=CC(=C1)C1=NC=CC(=N1)OCC1CC1)F